C1(CC1)N1CCC(CC1)NC1=NC(=NC2=CC(=C(C=C12)OC)OCCCN1CCCC1)N1CCC(CC1)(F)F N-(1-cyclopropylpiperidin-4-yl)-2-(4,4-difluoropiperidin-1-yl)-6-methoxy-7-(3-(pyrrolidin-1-yl)propoxy)quinazolin-4-amine